phenethyl-barbiturate C(CC1=CC=CC=C1)C1C(NC(NC1=O)=O)=O